{[5-(2-fluorophenyl)-1-[(2-methyl-2H-1,3-benzodioxol-5-yl)sulfonyl]-1H-pyrrol-3-yl]methyl}(methyl)amine hydrochloride Cl.FC1=C(C=CC=C1)C1=CC(=CN1S(=O)(=O)C1=CC2=C(OC(O2)C)C=C1)CNC